COC1=CC=C(C=C1)N1N=C(NC1=O)C1CN(CCC1)CC1=CC=C(C=C1)CC(=O)N (4-((3-(1-(4-methoxyphenyl)-5-oxo-4,5-dihydro-1H-1,2,4-triazol-3-yl)piperidin-1-yl)methyl)phenyl)acetamide